6-formyl-2-(methylthio)-4-phenyl-4H-pyrrolo[2,3-d]Thiazole-5-carboxylic acid ethyl ester C(C)OC(=O)C1=C(C2=C(N=C(S2)SC)N1C1=CC=CC=C1)C=O